2-methyl-6-phenylpyrimidin-4(3H)-one CC1=NC(=CC(N1)=O)C1=CC=CC=C1